ClC1=C(C=CC=C1Cl)S(=O)(=O)NC1=CC=C2C(C=NC2=C1)(C)C 2,3-dichloro-N-(3,3-dimethylindol-6-yl)benzenesulfonamide